C[C@](CC=O)(O)[C@H](O)[C@H](O)C 2,6-Dideoxy-3-methyl-D-glucose